ClC=1C(=C(CN2[C@@H](C[C@@](CC2)(C(=O)O)CC2=NC(=CC(=C2F)C2COC2)NC2=NNC(=C2)C)C)C=CC1)F (2R,4R)-1-(3-chloro-2-fluorobenzyl)-4-((3-fluoro-6-((5-methyl-1H-pyrazol-3-yl)amino)-4-(oxetan-3-yl)pyridin-2-yl)methyl)-2-methylpiperidine-4-carboxylic acid